C(C1=CC=CC=C1)OC([C@@](NC(=O)OC(C)(C)C)(CC1=CC(=C(C=C1)OCCC)I)C)=O (S)-N-Boc-3-iodo-O-propyl-α-methyltyrosine benzyl ester